C1(CC1)COC=1C=C(C(=O)O)C=CC1N1CC(C1)(F)F 3-(Cyclopropylmethoxy)-4-(3,3-difluoroazetidin-1-yl)benzoic acid